5'-Ethyl-2'-(5-methyl-2-((5-((3aR,6aS)-5-methylhexahydropyrrolo[3,4-c]pyrrol-2(1H)-yl)pyridin-2-yl)amino)pyrimidin-4-yl)spiro[cyclopropane-1,6'-thieno[2,3-c]pyrrol]-4'(5'H)-one C(C)N1C2(C3=C(C1=O)C=C(S3)C3=NC(=NC=C3C)NC3=NC=C(C=C3)N3C[C@@H]1CN(C[C@@H]1C3)C)CC2